N-(5-((dimethylamino)methyl)-6-(tetrahydrofuran-3-yl)pyridin-3-yl)cyclopropanecarboxamide CN(C)CC=1C=C(C=NC1C1COCC1)NC(=O)C1CC1